C(C)N1C(=S)N(C(=O)C(C1=O)CC=CC1=CC=CC=C1)CC 1,3-diethyl-5-(3-phenylallyl)-2-thiobarbituric acid